N1(CCC1)CCC1=NN(C2=CC(=C(C=C12)OC)F)C1OCCCC1 3-(2-(azetidin-1-yl)ethyl)-6-fluoro-5-methoxy-1-(tetrahydro-2H-pyran-2-yl)-1H-indazole